FC1=C(CNN2CCN(CC2)C=2SC3=C(C(N2)=O)C=C(C=C3[N+](=O)[O-])C(F)(F)F)C(=CC=C1)C (4-((2-fluoro-6-methylbenzyl)amino)piperazin-1-yl)-8-nitro-6-(trifluoromethyl)-4H-benzo[e][1,3]thiazin-4-one